1-[4-[(1R,2S)-2-(cyclopentylmethyl)-4,4-difluoro-6-hydroxy-tetralin-1-yl]phenyl]piperidine-4-carbaldehyde C1(CCCC1)C[C@@H]1[C@@H](C2=CC=C(C=C2C(C1)(F)F)O)C1=CC=C(C=C1)N1CCC(CC1)C=O